L-Ornithyl-β-Alanine N[C@@H](CCCN)C(=O)NCCC(=O)O